C1C2=C3C=4C(=CC=C3N=C2C=CC1)C1=CC=CC=C1N4 Dihydroindolo[3,2-c]carbazole